C(C)(=O)C=1C=C(C(N(C1C)C1=COC=C1)=O)C(=O)NC1=CC=C(C=C1)OC1=CC=NC2=CC(=C(N=C12)OC)OC 5-acetyl-N-[4-[(6,7-dimethoxy-1,5-naphthyridin-4-yl)oxy]phenyl]-1-(furan-3-yl)-6-methyl-2-oxopyridine-3-carboxamide